C12CN(CC(CC1)N2)C2=CC=C1C[C@H](COC1=C2)NC(=O)C=2C=NC=1N[C@@H](CCC1C2)C (7R)-N-((3R)-7-(3,8-diazabicyclo[3.2.1]octan-3-yl)chroman-3-yl)-7-methyl-5,6,7,8-tetrahydro-1,8-naphthyridine-3-carboxamide